C(C)C=1C=C(C=CC1C1(CC(=C(C2=CC=CC=C12)N)\N=N\[H])S(=O)(=O)O)C1=CC(=C(C=C1)C1(CC(=C(C2=CC=CC=C12)N)\N=N\[H])S(=O)(=O)O)CC 1,1'-(3,3'-diethyl[1,1'-biphenyl]-4,4'-diyl)bis{4-amino-3-[(E)-diazenyl]naphthalene-1-sulfonic acid}